[C@H]1([C@H](O)[C@@H](O)[C@@H](O)[C@H](O1)CO)OC[C@@H]([C@@H]([C@@H](CCCCC)O)O)NC(CCCCCCCCCCCCCCCCCCCCCCCCCCCCC)=O (2S,3S,4R)-1-O-(α-D-galactosyl)-2-(N-TriaContanoylamino)-1,3,4-nonantriol